[La].ClC=1C(C(=C(C(C1Cl)=O)Cl)Cl)=O 2,3,5,6-tetrachloro-1,4-benzoquinone lanthanum